bis(tribromoneopentyl) dichloropropyl phosphate P(=O)(OC(C(CBr)(C)C)(Br)Br)(OC(C(CBr)(C)C)(Br)Br)OCCC(Cl)Cl